(S)-2-((((9H-Fluoren-9-yl)methoxy)carbonyl)amino)-3-(4-(2-(dimethylamino)ethoxy)phenyl)propanoic acid C1=CC=CC=2C3=CC=CC=C3C(C12)COC(=O)N[C@H](C(=O)O)CC1=CC=C(C=C1)OCCN(C)C